[Si](C)(C)(C(C)(C)C)OC[C@@H]1N([C@@H](C[C@@H]1N(C(C(F)(F)F)=O)CC1=CC=C(C=C1)OC)C(F)F)C(=O)OCC1=CC=CC=C1 |r| (+/-)-benzyl (2R,3S,5S)-2-(((tert-butyldimethylsilyl)oxy)methyl)-5-(difluoromethyl)-3-(2,2,2-trifluoro-N-(4-methoxybenzyl)acetamido)pyrrolidine-1-carboxylate